C(C=C)(=O)N1C[C@@H](CCC1)N1N=C(C=2C1=NC=NC2N)C(=O)NC2=C(C=C(C=C2)CC(=O)N(C)C)C (R)-1-(1-acryloylpiperidine-3-yl)-4-amino-N-(4-(2-(dimethylamino)-2-oxoethyl)-2-methylphenyl)-1H-pyrazolo[3,4-d]pyrimidine-3-carboxamide